2-(2'-Hydroxy-3'-(1-methyl-1-phenylethyl)-5'-(1,1,3,3-tetramethylbutyl)-phenyl)benzotriazole OC1=C(C=C(C=C1C(C)(C1=CC=CC=C1)C)C(CC(C)(C)C)(C)C)N1N=C2C(=N1)C=CC=C2